Difluorophenyl-amide FC=1C(=C(C=CC1)[NH-])F